tert-butyl (3-(4-bromo-1H-pyrazol-1-yl)-2-fluoropropyl)carbamate BrC=1C=NN(C1)CC(CNC(OC(C)(C)C)=O)F